2-amino-N-(4-iodobenzyl)benzamide NC1=C(C(=O)NCC2=CC=C(C=C2)I)C=CC=C1